1,5,6-oxathiaazepine O1CC=CSN=C1